1-(1-(4-(2-Chlorophenyl)butyl)piperidin-4-yl)-3-(4-phenylbutyl)-1H-benzo[d]imidazol-2(3H)-one ClC1=C(C=CC=C1)CCCCN1CCC(CC1)N1C(N(C2=C1C=CC=C2)CCCCC2=CC=CC=C2)=O